C(#N)C12COC(CC1)(CC2)C(=O)OC methyl 4-cyano-2-oxabicyclo[2.2.2]octane-1-carboxylate